2-chloro-N-cyclobutyl-5-((2,6-dimethylphenylamino)methyl)pyrimidin-4-amine ClC1=NC=C(C(=N1)NC1CCC1)CNC1=C(C=CC=C1C)C